2-((4-(7-((4-amino-1-hydroxycyclohexyl)methyl)-2,7-diazaspiro[3.5]nonan-2-yl)pyrimidin-5-yl)oxy)-5-chloro-N-ethyl-N-isopropylbenzamide NC1CCC(CC1)(O)CN1CCC2(CN(C2)C2=NC=NC=C2OC2=C(C(=O)N(C(C)C)CC)C=C(C=C2)Cl)CC1